(3S)-3-({1-cyclopentyl-5-[2-(1,1-difluoroethyl)phenyl]-1H-pyrazol-3-yl}formamido)-5-(3,3-difluoropyrrolidin-1-yl)pentanoic acid C1(CCCC1)N1N=C(C=C1C1=C(C=CC=C1)C(C)(F)F)C(=O)N[C@H](CC(=O)O)CCN1CC(CC1)(F)F